1-({(5S,7S)-3-[6-(1-methylethyl)-3-pyridinyl]-2-oxo-1-oxa-3-azaspiro[4.5]dec-7-yl}methyl)-1H-benzimidazole-6-carbonitrile CC(C)C1=CC=C(C=N1)N1C(O[C@]2(C1)C[C@H](CCC2)CN2C=NC1=C2C=C(C=C1)C#N)=O